2-(4-(trifluoromethyl)phenyl)-4,5-dihydro-1H-imidazole FC(C1=CC=C(C=C1)C=1NCCN1)(F)F